(R)-2-hydroxy-2-phenylacetic acid-1-methylpiperidin-3-yl ester CN1CC(CCC1)OC([C@@H](C1=CC=CC=C1)O)=O